FC1(CC2(C1)CC(N(CC2)C(=O)OC(C)(C)C)C2=CC=C(C=C2)C(=O)OC)F tert-butyl 2,2-difluoro-6-(4-(methoxycarbonyl)phenyl)-7-azaspiro[3.5]nonane-7-carboxylate